18-chloro-3,6,9,12-tetraoxooctadecan-1-ol ClCCCCCCC(CCC(CCC(CCC(CCO)=O)=O)=O)=O